ClC=1C=C(C=C(C1)C#N)NC(OCC=1C=C2C(N(CC2=CC1)C1C(NC(CC1)=O)=O)=O)=O (2-(2,6-dioxopiperidin-3-yl)-3-oxoisoindolin-5-yl)methyl (3-chloro-5-cyanophenyl)carbamate